N1-((5-(3-((1H-Pyrrolo[3,2-b]pyridin-5-yl)oxy)phenyl)-4H-1,2,4-triazol-3-yl)(phenyl)methyl)-N2,N2-dimethylethane-1,2-diamine N1C=CC2=NC(=CC=C21)OC=2C=C(C=CC2)C=2NC(=NN2)C(NCCN(C)C)C2=CC=CC=C2